ClC1=CC=C(C=C1)CNC(=O)C=1C(=NC(=CC1C)N1CCOCC1)OCCF N-[(4-Chlorophenyl)-methyl]-2-(2-fluoro-ethoxy)-4-methyl-6-morpholin-4-yl-pyridine-3-carboxylic acid amide